1-(4-(2-(4-(1H-indazol-5-yl)phenyl)propan-2-yl)phenyl)-5-methyl-1H-pyrazole-3-carboxamide N1N=CC2=CC(=CC=C12)C1=CC=C(C=C1)C(C)(C)C1=CC=C(C=C1)N1N=C(C=C1C)C(=O)N